11α,15-S-dihydroxy-prost-13E-en-1-oic acid O[C@@H]1CC[C@H](CCCCCCC(=O)O)[C@H]1\C=C\C(CCCCC)O